C(CCCCCCC\C=C/CCCCCCCC)(=O)OCCCCC(OC(NCCOCCN(C)C)=O)CCCCOC(CCCCCCC\C=C/CCCCCCCC)=O 11-(4-{[(10Z)-1-oxooctadec-9-enyl] oxy} butyl)-2-methyl-9-oxo-2,8-diaza-5,10-dioxapentadecan-15-yl (10Z)-octadec-9-enoate